tert-butyl ((1-(7-fluoro-4-hydroxychroman-4-yl)cyclopropyl)sulfonyl)carbamate FC1=CC=C2C(CCOC2=C1)(O)C1(CC1)S(=O)(=O)NC(OC(C)(C)C)=O